C(C1=CC=CC=C1)NC(CN1C(N(CC1)C1=CC=CC=C1)=O)=O N-benzyl-2-(2-oxo-3-phenylimidazolin-1-yl)acetamide